4-(3-(1H-pyrazol-5-yl)piperidin-1-yl)-5,8-dihydro-6H-pyrano[3,4-d]pyrimidin-2-amine N1N=CC=C1C1CN(CCC1)C=1C2=C(N=C(N1)N)COCC2